2-[3-(1,1-Difluoro-5-azaspiro[2.4]heptan-5-carbonyl)-5,6-dihydrocyclopenta[c]pyrazol-1(4H)-yl]-1-[4-(2,3-dimethylphenyl)piperazin-1-yl]ethan-1-on FC1(CC12CN(CC2)C(=O)C=2C1=C(N(N2)CC(=O)N2CCN(CC2)C2=C(C(=CC=C2)C)C)CCC1)F